C1(CC1)NC(C1=C(C=C(C=C1OC)C1=CN=C2N1C=CC(=C2)C2=CN=NC(=C2)C)OC(F)F)=O N-cyclopropyl-2-(difluoromethoxy)-6-methoxy-4-[7-(6-methylpyridazin-4-yl)imidazo[1,2-a]pyridin-3-yl]benzamide